(E)-1-methyl-indoline-2,3-dione CN1C(C(C2=CC=CC=C12)=O)=O